ClC1=C(C=C2C=C(N=CC2=C1)NC(=O)[C@@H]1[C@H](C1)C1=NN(C=C1)C)C1CCN(CC1)[C@@]1(COC[C@@H]1F)C (1S,2S)-N-(7-chloro-6-(1-((3R,4R)-4-fluoro-3-methyltetrahydrofuran-3-yl)piperidin-4-yl)isoquinolin-3-yl)-2-(1-methyl-1H-pyrazol-3-yl)cyclopropane-1-carboxamide